C(C)(C)N1OC([C@H]2[C@H]1[C@H](C[C@](C2)(CCC)C)C)(C)C |r| rac-(3aR,5R,7S,7aR)-1-isopropyl-3,3,5,7-tetramethyl-5-propyloctahydro-benzo[c]isoxazole